tert-butyl (4-aminopyrimidin-2-yl)methylcarbamate NC1=NC(=NC=C1)CNC(OC(C)(C)C)=O